11-mercaptoundecylphosphonate SCCCCCCCCCCCP([O-])([O-])=O